4-Amino-3-(6-azaspiro[2.5]oct-6-yl)benzoic acid ethyl ester C(C)OC(C1=CC(=C(C=C1)N)N1CCC2(CC2)CC1)=O